CO[C@@H]([C@H](NC(C[C@H]1N(C(CC1)=O)CC1=C(C(=CC(=C1)F)F)F)=O)C(=O)OCC=1OC=CC1)C Furan-2-ylmethyl O-methyl-N-(2-((S)-5-oxo-1-(2,3,5-trifluorobenzyl)pyrrolidin-2-yl)acetyl)-L-threoninate